C(CCCCCCCCCCCCCC)C1=CNC(O1)=O 5-pentadecyloxazol-2(3H)-one